N-ethyl-5-fluoro-2-[1-methyl-6-(1-{4-methyl-1-[(3R)-morpholin-3-yl]pentan-3-yl}azetidin-3-yl)-1H-indazol-4-yl]-N-(isopropyl)benzamide C(C)N(C(C1=C(C=CC(=C1)F)C1=C2C=NN(C2=CC(=C1)C1CN(C1)C(CC[C@H]1NCCOC1)C(C)C)C)=O)C(C)C